ClC=1C=C(C=C(C1OC1=NNC(C(=C1C(C)C)C)=O)Cl)N1N=C(C(NC1=O)=O)C#N 2-(3,5-dichloro-4-((4-isopropyl-5-methyl-6-oxo-1,6-dihydropyridazin-3-yl)oxy)phenyl)-3,5-dioxo-2,3,4,5-tetrahydro-1,2,4-triazine-6-carbonitrile